CC1=C(N(C(C2=CC=CC=C12)C)C(=O)O)C(=O)O dimethyl-isoquinoline-2,3-dicarboxylic acid